N[C@H](C)C(=O)N([S@](=O)C=1C=C(C=CC1)NC(C1=C(C(=CC=C1OC=1C(=NC(=CC1)F)C)C(F)(F)F)F)=O)C N-(3-((R)-N-(D-alanyl)-S-methylamino-sulfinyl)phenyl)-2-fluoro-6-((6-fluoro-2-methylpyridin-3-yl)oxy)-3-(trifluoromethyl)benzamide